FC=1C=C2CC(CN3C2=C(C1F)C=C3)(N(C)C)C 8,9-difluoro-N,N,5-trimethyl-5,6-dihydro-4H-pyrrolo[3,2,1-ij]quinolin-5-amine